CSC=1C=C(C=CC1)NC(N)=O 3-(3-(methylsulfanyl)phenyl)urea